(5'S,7a'R)-1-(3-fluoropyrazolo[1,5-a]pyrimidin-7-yl)-7a'-methyl-5'-phenyltetrahydro-3'H-spiro[piperidine-4,2'-pyrrolo[2,1-b][1,3]oxazol]-3'-one FC=1C=NN2C1N=CC=C2N2CCC1(C(N3[C@](O1)(CC[C@H]3C3=CC=CC=C3)C)=O)CC2